CC1=C(C(=CC(=C1)C)C)N=C=N 2,4,6-trimethylphenyl-carbodiimide